2-(3-methoxypyrrolidin-3-yl)-N,N-dimethylpropan-2-amine COC1(CNCC1)C(C)(C)N(C)C